N-(3-chlorophenyl)-5,6-dihydro-4H-cyclopenta[d]isoxazole-3-carboxamide ClC=1C=C(C=CC1)NC(=O)C1=NOC2=C1CCC2